C1(CCCC1)NC=1NN2C(=CC(C=C2)=O)C1 2-(cyclopentylamino)-5-oxopyrazolo[1,5-a]pyridin